(S)-N-(4-Amino-4-oxo-1-phenylbutyl)-8-(oxazol-2-yl)-5-(4-(trifluoromethyl)phenyl)-3,4-dihydroisoquinoline-2(1H)-carboxamide NC(CC[C@@H](C1=CC=CC=C1)NC(=O)N1CC2=C(C=CC(=C2CC1)C1=CC=C(C=C1)C(F)(F)F)C=1OC=CN1)=O